2-(4-fluoro-2-methyl-phenoxy)-5-(trifluoromethyl)pyridine-3-carboxylic acid FC1=CC(=C(OC2=NC=C(C=C2C(=O)O)C(F)(F)F)C=C1)C